5-((2-fluoro-6-methoxy-4-(4-methylpiperidin-1-yl)phenyl)amino)-1,3-dimethyl-1,3-dihydro-2H-benzo[d]imidazol-2-one FC1=C(C(=CC(=C1)N1CCC(CC1)C)OC)NC1=CC2=C(N(C(N2C)=O)C)C=C1